C(C(C)C)C1=CC=C(C=C1)CC(C(=O)O)(C)C 3-(4-isobutylphenyl)-2,2-dimethylpropionic acid